N-(8,9-difluoro-6-oxo-1,4,5,6-tetrahydro-2H-pyrano[3,4-c]isoquinolin-1-yl)-N-methyl-1-(thiophen-3-yl)azetidine-3-carboxamide FC=1C(=CC=2C3=C(NC(C2C1)=O)COCC3N(C(=O)C3CN(C3)C3=CSC=C3)C)F